FC=1C=C(C=CC1)CN1C[C@@H]([C@H](CC1)NC(=O)C1=CC(=CC=2N(C=NC21)CC(F)(F)F)C#CCNC=2C(OC)=CC(=C(C2)C(NC)=O)F)C N-{(3S,4S)-1-[(m-fluorophenyl)methyl]-3-methyl-4-piperidyl}-6-{3-[4-(N-methylcarbamoyl)-5-fluoro-2-anisidino]-1-propynyl}-1-(2,2,2-trifluoroethyl)-1H-1,3-benzimidazole-4-carboxamide